3-{[3-fluoro-5-(hydroxymethyl)pyridin-2-yl]amino}pyrrolidine-1-carboxylic acid tert-butyl ester C(C)(C)(C)OC(=O)N1CC(CC1)NC1=NC=C(C=C1F)CO